2-bromo-1-(4-(trifluoromethyl)phenyl)ethanol BrCC(O)C1=CC=C(C=C1)C(F)(F)F